3-(5-aminopyridin-2-yl)-1H-indole-7-carbonitrile NC=1C=CC(=NC1)C1=CNC2=C(C=CC=C12)C#N